methyl 2-allyl-5-fluoro-2,3-dihydro-1H-indene-2-carboxylate C(C=C)C1(CC2=CC=C(C=C2C1)F)C(=O)OC